2-[4-((S)-tetrahydrofuran-3-yloxy)-benzyl]-benzene O1C[C@H](CC1)OC1=CC=C(CC2=CC=CC=C2)C=C1